NC[C@@H]1N(CC(C1)C1=CC(=C(C=C1)OC(F)F)OC(C)C)C(C)=O ((2R)-2-(aminomethyl)-4-(4-(difluoromethoxy)-3-isopropoxyphenyl)pyrrolidin-1-yl)ethanone